2-chloro-4-((4-(2-(4-(trityloxy)phenyl)propan-2-yl)phenoxy)methyl)pyrimidine ClC1=NC=CC(=N1)COC1=CC=C(C=C1)C(C)(C)C1=CC=C(C=C1)OC(C1=CC=CC=C1)(C1=CC=CC=C1)C1=CC=CC=C1